tert-butyl 4-(6-nitrobenzo[d]oxazol-2-yl)piperazine-1-carboxylate [N+](=O)([O-])C1=CC2=C(N=C(O2)N2CCN(CC2)C(=O)OC(C)(C)C)C=C1